(E)-(4-(1-(3-(2-((5,6-difluoro-2,3-dihydro-1H-inden-2-yl)amino)pyrimidin-5-yl)acryloyl)pyrrolidin-3-yl)-1H-1,2,3-triazol-1-yl)methyl pivalate C(C(C)(C)C)(=O)OCN1N=NC(=C1)C1CN(CC1)C(\C=C\C=1C=NC(=NC1)NC1CC2=CC(=C(C=C2C1)F)F)=O